ClC1=CC=2N(C=C1)C(=CN2)C(=O)NC2=C(C=CC(=C2)C2=NOC(=N2)CC(CC)O)C 7-Chloro-N-(5-(5-(2-hydroxybutyl)-1,2,4-oxadiazol-3-yl)-2-methylphenyl)imidazo[1,2-a]pyridine-3-carboxamide